FC1=C(C(=C(C=C1)C1C(OC(C1C)(C(F)(F)F)C)C(=O)O)O)C 3-(4-fluoro-2-hydroxy-3-methylphenyl)-4,5-dimethyl-5-(trifluoromethyl)tetrahydrofuran-2-carboxylic acid